CN1C=NC(=C1I)C Methyl-5-iodo-4-methyl-1H-imidazole